4-[(2R)-4,4-difluoro-2-(methoxymethyl)pyrrolidin-1-yl]piperidine trifluoroacetate salt FC(C(=O)O)(F)F.FC1(C[C@@H](N(C1)C1CCNCC1)COC)F